tert-Butyl (5S,8S,11S)-8-(2-(tert-butoxy)-2-oxoethyl)-11-(isopentylcarbamoyl)-5-(naphthalen-2-ylmethyl)-3,6,9-trioxo-1-phenyl-2-oxa-4,7,10-triazatetradecan-14-oate C(C)(C)(C)OC(C[C@H](NC([C@@H](NC(OCC1=CC=CC=C1)=O)CC1=CC2=CC=CC=C2C=C1)=O)C(N[C@@H](CCC(=O)OC(C)(C)C)C(NCCC(C)C)=O)=O)=O